N1C[C@@H](CC1)OC1=CC=C(C=C1)N1CNCC=C1 (R)-1-(4-(pyrrolidin-3-yloxy)phenyl)dihydropyrimidine